C(=O)(O)[Li] Carboxyl-lithium